(4S)-5,5-difluoro-1-[(3r,5r)-1,1-difluorospiro[2.3]hexan-5-yl]-3-(trifluoromethyl)-4,6-dihydrocyclopenta[c]pyrazol-4-ol FC1([C@H](C2=C(N(N=C2C(F)(F)F)C2CC3(CC3(F)F)C2)C1)O)F